N-(1-(3-(4-Fluorophenyl)-4-oxo-3,4-dihydrophthalazin-1-yl)pyrrolidin-3-yl)ethanesulfonamide FC1=CC=C(C=C1)N1N=C(C2=CC=CC=C2C1=O)N1CC(CC1)NS(=O)(=O)CC